methyl (3R,4R)-4-(3-methoxyphenyl)tetrahydropyran-3-carboxylate COC=1C=C(C=CC1)[C@H]1[C@H](COCC1)C(=O)OC